nickel [4,4'-bis(1,1-dimethylethyl)-2,2'-bipyridine] dichloride [Cl-].[Cl-].CC(C)(C)C1=CC(=NC=C1)C1=NC=CC(=C1)C(C)(C)C.[Ni+2]